methyl 4-(4-(4-((3-(3,6-difluoropyridin-2-yl)-1-((1r,4r)-4-ethoxycyclohexyl)-1H-pyrazol-4-yl) carbamoyl) thiazol-2-yl)-1H-pyrazol-1-yl)-4-oxobutanoate FC=1C(=NC(=CC1)F)C1=NN(C=C1NC(=O)C=1N=C(SC1)C=1C=NN(C1)C(CCC(=O)OC)=O)C1CCC(CC1)OCC